methyl (2-(hexadecyldithio) ethyl) phosphate sodium salt [Na+].P(=O)(OC)(OCCSSCCCCCCCCCCCCCCCC)[O-]